(2S,4r)-((S)-2-(4-cyclopropyl-1H-1,2,3-triazol-1-yl)-3,3-dimethylbutyryl)-4-hydroxypyrrolidine-2-carboxylic acid methyl ester COC(=O)[C@H]1N(C[C@@H](C1)O)C([C@H](C(C)(C)C)N1N=NC(=C1)C1CC1)=O